C(C(=O)[O-])(=O)OCCCCCCCCCCCCCCCCCCCCCC behenyl oxalate